5-{7-[(3S,4S)-3-fluoro-2,2,6,6-tetramethylpiperidin-4-yl]-7H-pyrrolo[2,3-c]pyridazin-3-yl}-2-(trifluoromethyl)-1,3-benzoxazol-6-ol F[C@@H]1C(NC(C[C@@H]1N1C=CC2=C1N=NC(=C2)C=2C(=CC1=C(N=C(O1)C(F)(F)F)C2)O)(C)C)(C)C